ethyl ether tributyl-citrate C(CCC)C(C(C(C(=O)O)(CCCC)CCCC)(O)C(=O)O)C(=O)O.C(C)OCC